C1(=CC=CC=C1)N1C2=CC=CC=C2C=2C=CC(=CC12)C1=CC=2SC3=CC=C(C=C3SC2C=C1)C1=CC=2N(C3=CC=CC=C3C2C=C1)C1=CC=CC=C1 2,7-bis(9-phenyl-9H-carbazole-2-yl)thianthrene